ClC=1C=C(C=CC1)[C@@H]1[C@H](C1)C(=O)NC1=NC=NC(=C1)CC=1C=C2C=C(C=NC2=CC1)C1CC1 |r| rac-(1S*,2S*)-2-(3-chlorophenyl)-N-(6-((3-cyclopropylquinolin-6-yl)methyl)pyrimidin-4-yl)cyclopropane-1-carboxamide